FC1=C(C=CC(=C1)C(NC)=O)C=1N=C2N(C=CC(=C2)S(=O)C)C1C[C@H]1CN(CCO1)C(=O)OC methyl (2S)-2-((2-(2-fluoro-4-(methylcarbamoyl)phenyl)-7-(methylsulfinyl)imidazo[1,2-a]pyridin-3-yl)methyl)morpholine-4-carboxylate